ClC1=NC=CC(=C1Cl)C=1C(=C(C=CC1)NC(=O)C1=C(C=C(CN(C(OC(C)(C)C)=O)CCO)C=C1)F)C tert-butyl 4-((3-(2,3-dichloropyridin-4-yl)-2-methylphenyl)carbamoyl)-3-fluorobenzyl(2-hydroxyethyl)carbamate